C(C)(C)(C)C1=NC(=NO1)C(=O)NCC1=C(C=C(C=C1)C1=CC(=NC=C1)NC(=O)C1CC1)Cl 5-(tert-butyl)-N-(2-chloro-4-(2-(cyclopropanecarboxamido)pyridin-4-yl)benzyl)-1,2,4-oxadiazole-3-carboxamide